6-{[5-Methyl-3-(6-methylpyridin-3-yl)-1,2-oxazol-4-yl]methoxy}-2-(oxetan-4-yl)-1,2,3,4-tetrahydro-2,7-naphthyridine CC1=C(C(=NO1)C=1C=NC(=CC1)C)COC=1C=C2CCN(CC2=CN1)C1CCO1